((2-chloro-4-(((2-hydroxyethyl)amino)methyl)-5-methoxyphenoxy)methyl)-2,2'-dimethyl-[1,1'-biphenyl] ClC1=C(OCC=2C(=C(C=CC2)C2=C(C=CC=C2)C)C)C=C(C(=C1)CNCCO)OC